2-(1-(4-amino-3-(2,3-difluoro-4-methoxyphenyl)-1H-pyrazolo[3,4-d]pyrimidin-1-yl)ethyl)-3-(pyridin-3-yl)quinazolin-4(3H)-one NC1=C2C(=NC=N1)N(N=C2C2=C(C(=C(C=C2)OC)F)F)C(C)C2=NC1=CC=CC=C1C(N2C=2C=NC=CC2)=O